F[C@H]1CN(CC[C@@H]1C1=C(C=C2C=NN(C2=C1)C=1C=NN(C1)C)C)C1COC1 |&1:6| (R,R and S,S)-6-(3-fluoro-1-(oxetan-3-yl)piperidin-4-yl)-5-methyl-1-(1-methyl-1H-pyrazol-4-yl)-1H-indazole